CO[C@@H]1C[C@H](C1)C1=NC=2C(=NC=CC2C2CCN(CC2)C(=O)C2=CC=C(C=C2)OC(F)(F)F)N1 (trans)-[4-[2-(3-methoxycyclobutyl)-3H-imidazo[4,5-b]pyridin-7-yl]-1-piperidyl]-[4-(trifluoromethoxy)phenyl]methanone